methyl 5-(1-oxo-4,5-dihydro-3H-isothiazol-1-yl)benzothiophene-2-carboxylate O=S1(NCCC1)C=1C=CC2=C(C=C(S2)C(=O)OC)C1